5-acetamido-2-methyl-N-(quinolin-5-ylmethyl)benzamide C(C)(=O)NC=1C=CC(=C(C(=O)NCC2=C3C=CC=NC3=CC=C2)C1)C